oleyl-dimethyl-amine oxide (octadecenyldimethyl-aminoxide) C(=CCCCCCCCCCCCCCCCC)CN([O-])C.C(CCCCCCC\C=C/CCCCCCCC)[N+](C)(C)[O-]